(4-(3-((4-cyano-2-fluorobenzyl)oxy)phenoxy)piperidin-1-yl)methyl-1-((1-ethyl-1H-imidazole-5-yl)methyl)-1H-benzo[d]imidazole-6-carboxylate C(#N)C1=CC(=C(COC=2C=C(OC3CCN(CC3)COC(=O)C=3C=CC4=C(N(C=N4)CC4=CN=CN4CC)C3)C=CC2)C=C1)F